O1CC(C(C(C1)C1=C(C(=O)[O-])C=CC=C1)C1=C(C(=O)[O-])C=CC=C1)C1=C(C(=O)O/C=N/[S@](=O)C(C)(C)C)C=CC=C1 (E)-((((R)-tert-butylsulfinyl) imino) methyl) tetrahydro-2H-pyran-3,4,5-trisyltribenzoate